2-(3,5-bis(3-cyclopropylpropyl)-2-hydroxyphenyl)acetamide tetroxolsulfonate O1OOOC1S(=O)(=O)O.C1(CC1)CCCC=1C(=C(C=C(C1)CCCC1CC1)CC(=O)N)O